ClC1=C(C=CC=C1F)C1N(CCCC1)C=1C=C(C(=NC1)C(=O)N[C@H](C)\C=C\S(=O)(=O)C)F 5-(2-(2-chloro-3-fluorophenyl)piperidin-1-yl)-3-fluoro-N-((R,E)-4-(methylsulfonyl)but-3-en-2-yl)picolinamide